C(C=C)OC=COC methyl allyloxyvinyl ether